FC(C=1C(=CN(C(C1)=O)C)C(=O)NC1=C(C=C(C(=C1)C=1N=C(SC1)N1CCOCC1)F)N1C[C@H](N([C@H](C1)C)C)C)F 4-(difluoromethyl)-N-[4-fluoro-5-(2-morpholin-4-yl-1,3-thiazol-4-yl)-2-[(3R,5S)-3,4,5-trimethylpiperazin-1-yl]phenyl]-1-methyl-6-oxopyridine-3-carboxamide